Cl.C12C(C3CC(CC(C1)C3)C2)NC(CNCC=C(CCC=C(C)C)C)=O N-adamantan-2-yl-2-(3,7-dimethyl-oct-2,6-dienylamino)-acetamide Hydrochloride